4-acetyl-3-(furan-2-yl)-5-methyl-1H-pyrrolecarboxaldehyde C(C)(=O)C=1C(=C(NC1C)C=O)C=1OC=CC1